Methyl 6-chloroimidazo[1,5-a]pyrido[3,2-e]pyrazine-2-carboxylate ClC=1C=2N(C3=C(N1)C=CC(=N3)C(=O)OC)C=NC2